6-(2,8-dimethylimidazo[1,2-b]pyridazin-6-yl)-4-fluoro-1,3-benzothiazole-2-thiol CC=1N=C2N(N=C(C=C2C)C2=CC3=C(N=C(S3)S)C(=C2)F)C1